Propoxyphenyl-triacetoxysilane C(CC)OCC(=O)O[Si](OC(C)=O)(OC(C)=O)C1=CC=CC=C1